4-((5-(3,4-difluorophenyl)pyridin-3-yl)oxy)picolinonitrile FC=1C=C(C=CC1F)C=1C=C(C=NC1)OC1=CC(=NC=C1)C#N